(3S)-N-[4-methyl-3-[2-(morpholin-4-yl)-6-(oxetan-3-ylamino)pyridin-4-yl]phenyl]-3-(2,2,2-trifluoroethyl)pyrrolidine-1-carboxamide CC1=C(C=C(C=C1)NC(=O)N1C[C@@H](CC1)CC(F)(F)F)C1=CC(=NC(=C1)NC1COC1)N1CCOCC1